2-(piperidin-1-yloxy)pyrimidin-4-amine N1(CCCCC1)OC1=NC=CC(=N1)N